CC=1C=CC(=C(C1)P(C1=CC=CC=C1)C1=CC=CC=C1)C1=CC=CC2=CC=CC=C12 (5-methyl-2-(naphthalen-1-yl)phenyl)diphenylphosphine